Butyl-propyl-pyrrolidine methyl-4-((2-(4-((3-aminopropyl)carbamoyl)phenyl)-3-oxo-2,8-diazaspiro[4.5]decan-8-yl)methyl)-2-cyclopropyl-5-ethoxybenzoate COC(C1=C(C=C(C(=C1)OCC)CN1CCC2(CC(N(C2)C2=CC=C(C=C2)C(NCCCN)=O)=O)CC1)C1CC1)=O.C(CCC)C1N(CCC1)CCC